adamantan-1-ylcarbamate C12(CC3CC(CC(C1)C3)C2)NC([O-])=O